ethyl-butyl-aluminum phosphite P([O-])([O-])[O-].C(C)[Al+3]CCCC